7-morpholino-2-(pyridin-4-yl)-N-(3-(p-tolyl)-1H-pyrazol-5-yl)pyrazolo[1,5-a]pyrimidin-5-amine hydrogen chloride Cl.O1CCN(CC1)C1=CC(=NC=2N1N=C(C2)C2=CC=NC=C2)NC2=CC(=NN2)C2=CC=C(C=C2)C